C(C)(=O)N1CCN(CC1)C1=C(C=C(C=C1)C1CC(NC(C1)=O)=O)C(F)(F)F 4-(4-(4-acetylpiperazin-1-yl)-3-(trifluoromethyl)phenyl)piperidine-2,6-dione